5,6-difluorobenzo[d]thiazole-2-carbohydrazide FC=1C(=CC2=C(N=C(S2)C(=O)NN)C1)F